(S)-3-(5-(4-(chloromethyl)-3-fluoropyridin-2-yl)-1-oxoisoindolin-2-yl)piperidine-2,6-dione ClCC1=C(C(=NC=C1)C=1C=C2CN(C(C2=CC1)=O)[C@@H]1C(NC(CC1)=O)=O)F